N[C@H](C)C=1C=C(C=C2C(N(C(=NC12)N1CCC(CC1)(F)F)C)=O)Cl (R)-8-(1-aminoethyl)-6-chloro-2-(4,4-difluoropiperidin-1-yl)-3-methylquinazolin-4(3H)-one